F[C@H]1[C@@H](CN(C1)C1=NC(=C2N=CN(C2=N1)C)NC=1C(=NN(C1)CCCN1CCN(CC1)CCCONC)OC)NC(OCC[Si](C)(C)C)=O 2-trimethylsilylethyl N-[(3R,4R)-4-fluoro-1-[6-[[3-methoxy-1-[3-[4-[3-(methylaminooxy)propyl] piperazin-1-yl]propyl] pyrazol-4-yl]amino]-9-methyl-purin-2-yl]pyrrolidin-3-yl]carbamate